acetyl-triethylene glycol C(C)(=O)C(COCCOCCO)O